F[C@@]1([C@@H](CNCCC1)N)C (3R,4S)-4-fluoro-4-methylazepan-3-amine